ClC1=C(C=C(C=C1C(F)(F)F)N(C1CCOCC1)C)N1C(N(C(=C1)C)CC=1C=NN(C1)CC)=O 1-{2-chloro-5-[methyl(oxan-4-yl)amino]-3-(trifluoromethyl)phenyl}-3-[(1-ethyl-1H-pyrazol-4-yl)methyl]-4-methyl-1,3-dihydro-2H-imidazol-2-one